3-chloro-13-(4-((4-methylpyrimidin-2-yl)oxy)phenyl)-6,7-dihydro-5H-pyrido[3,4-c]pyrimido[5',4':4,5]pyrrolo[1,2-a]azepin-12-amine ClC1=CC2=C(C=3N(CCC2)C2=C(C3C3=CC=C(C=C3)OC3=NC=CC(=N3)C)C(=NC=N2)N)C=N1